5-aminopentane-1,1,1,5-tetraol NC(CCCC(O)(O)O)O